C1(CC1)C=1SC(=CC1)S(=O)(=O)C 2-cyclopropyl-5-(methylsulfonyl)thiophen